N-phenyl-N-(2-(4-(2-(thiophen-2-yl)ethyl)piperazin-1-yl)ethyl)acrylamide tert-butyl-3-bromo-2-methyl-1H-indole-1-carboxylate C(C)(C)(C)OC(=O)N1C(=C(C2=CC=CC=C12)Br)C.C1(=CC=CC=C1)N(C(C=C)=O)CCN1CCN(CC1)CCC=1SC=CC1